1-piperidylium [N+]1CCCCC1